O[C@@]1(CC[C@@H]2[C@H]3CC[C@]4([C@H]([C@@H]3CC[C@@H]2C1)C[C@@H]4C(CN4N=CC(=C4)C#N)=O)C)C 1-(2-((1S,2aS,2bR,4aR,6R,8aS,8bR,10aS)-6-hydroxy-6,10a-dimethylhexadecahydrocyclobuta[a]phenanthren-1-yl)-2-oxoethyl)-1H-pyrazole-4-carbonitrile